Cl.ClC=1C=CC(=NC1)[C@@]1(OC2=C(O1)C=CC=C2C2CCNCC2)C (S)-5-chloro-2-(2-methyl-4-(piperidin-4-yl)benzo[d][1,3]dioxol-2-yl)pyridine hydrochloride